OC=1C2=C(N(C(CC1)=O)CC1=CC=C(C=C1)OC)C=CC=C2 5-hydroxy-1-(4-methoxybenzyl)-2-oxo-2,3-dihydro-1H-benzo[b]azepine